dimethyl tetradecanedioate C(CCCCCCCCCCCCC(=O)OC)(=O)OC